CC1=C(C=CC=C1C)SC=1C=C2C(C(=O)N(C2=O)C)=CC1 4-(2,3-dimethylphenyl)thio-N-methylphthalimide